(2R,3S,4S,5R)-3-(3,4-difluoro-2-((1S,3R)-3-hydroxycyclobutoxy)phenyl)-4,5-dimethyl-N-(pyridin-3-yl)-5-(trifluoromethyl)tetrahydrofuran-2-carboxamide FC=1C(=C(C=CC1F)[C@H]1[C@@H](O[C@]([C@H]1C)(C(F)(F)F)C)C(=O)NC=1C=NC=CC1)OC1CC(C1)O